3-(3-(5-methylfuran-2-yl)-[1,2,4]triazolo[4,3-b]pyridazin-6-yl)aniline CC1=CC=C(O1)C1=NN=C2N1N=C(C=C2)C=2C=C(N)C=CC2